C([C@@H]([C@@H]([C@@H](COP(=O)(O)O)O)O)O)NC1=C(C(=O)NC(=O)N1)N The molecule is 5-O-Phosphono-D-ribitol in which the hydroxy group at position 1 is substituted by the 6-amino group of 5,6-diaminopyrimidine-2,4(1H,3H)-dione. It has a role as an Escherichia coli metabolite and a mouse metabolite. It is a ribitol phosphate, an alditol 5-phosphate and an aminouracil. It is a conjugate acid of a 5-amino-6-(5-phosphoribitylamino)uracil(2-).